7-(1-{4-[3-(5-Tert-butyl-isoxazol-3-yl)-ureido]-phenyl}-1H-benzimidazol-5-yloxy)-heptanoic acid C(C)(C)(C)C1=CC(=NO1)NC(NC1=CC=C(C=C1)N1C=NC2=C1C=CC(=C2)OCCCCCCC(=O)O)=O